tert-butyl peroxy-carbonate C(OC(C)(C)C)(=O)O[O-]